C1(=CC=CC=C1)P(=O)(C1=CC=CC=C1)C1=C(C=CC=C1)[C@H](C)N=C(C1=NC=CC=C1)C1=NC=CC=C1 (S)-N-(1-(2-(diphenylphosphoryl)phenyl)ethyl)-1,1-di(pyridine-2-yl)methanimine